3-(((1,4-dihydroquinazolin-2-yl)thio)methyl)-5H-thiazolo[2,3-b]Quinazoline dihydrochloride Cl.Cl.N1C(=NCC2=CC=CC=C12)SCC1=CSC2=NC3=CC=CC=C3CN21